C(=O)C=1C=C(C(=NC1)N1CCC(CC1)C(=O)N(C)C)C (5-formyl-3-methylpyridin-2-yl)-N,N-dimethylpiperidine-4-carboxamide